O1CCN(CC1)C1=NC=CC(=C1)C1=CC=2C(=NC=C(C2)N)N1 2-(2-morpholinopyridin-4-yl)-1H-pyrrolo[2,3-b]pyridin-5-amine